2-(pent-2-yloxy)-7-(piperazin-1-ylmethyl)imidazo[2,1-f][1,2,4]triazin-4-amine CC(CCC)OC1=NN2C(C(=N1)N)=NC=C2CN2CCNCC2